OC1=NC=CC2=CC(=CC=C12)Cl 1-hydroxyl-6-chloroisoquinoline